di-neopentyl-amine C(C(C)(C)C)NCC(C)(C)C